3-(3-tert-butyl-5-((3,5-di-tert-butyl-4-hydroxyphenyl)(hydroxy)methyl)-4-hydroxyphenyl)propionic acid methyl ester COC(CCC1=CC(=C(C(=C1)C(O)C1=CC(=C(C(=C1)C(C)(C)C)O)C(C)(C)C)O)C(C)(C)C)=O